2-iodo-N-(4-methoxyphenyl)benzamide IC1=C(C(=O)NC2=CC=C(C=C2)OC)C=CC=C1